C1=CC=CC=2C3=CC=CC=C3N(C12)C1(CC(=CC=C1)N1C2=CC=CC=C2C=2C=CC=CC12)C(=O)C(O)C1=CC=CC=C1 1,3-Bis(N-carbazolyl)benzoine